IC1=NN(C=2C1=NC(=CC2)O[C@@H](CCNC(OCC2=CC=CC=C2)=O)C)C2OCCCC2 benzyl N-[(3R)-3-(3-iodo-1-tetrahydropyran-2-yl-pyrazolo[4,3-b]pyridin-5-yl) oxybutyl]carbamate